1-(2-(1-(benzo[d][1,3]dioxol-5-ylmethyl)-2,5-dimethyl-1H-pyrrol-3-yl)-2-oxoethyl)-6-oxo-1,6-dihydropyridine-3-carbonitrile O1COC2=C1C=CC(=C2)CN2C(=C(C=C2C)C(CN2C=C(C=CC2=O)C#N)=O)C